(2Z,3E)-3-((2-((1R,5S,6s)-6-amino-3-azabicyclo[3.1.0]hexane-3-yl)ethoxy)imino)-5'-fluoro-[2,3'-biindolinylidene]-2'-on NC1[C@@H]2CN(C[C@H]12)CCO\N=C/1\C(\NC2=CC=CC=C12)=C/1\C(NC2=CC=C(C=C12)F)=O